5-(1-Methylcyclopropyl)-N-((1R,3r,5S)-8-(((1-methylpiperidin-4-yl)methyl)sulfonyl)-8-azabicyclo[3.2.1]octan-3-yl)isoxazole-3-carboxamide CC1(CC1)C1=CC(=NO1)C(=O)NC1C[C@H]2CC[C@@H](C1)N2S(=O)(=O)CC2CCN(CC2)C